4'-(azanediylbis(methylene))bis(cyclohexane-1-carboxylic acid) N(CC1(CCCCC1)C(=O)O)CC1(CCCCC1)C(=O)O